(R)-N-(4,4-difluoro-1-(oxetan-3-yl)pyrrolidin-3-yl)-5-(1-(2-fluoroethyl)-1H-benzo[d][1,2,3]triazol-6-yl)-4-methoxypyrrolo[2,1-f][1,2,4]triazin-2-amine FC1([C@@H](CN(C1)C1COC1)NC1=NN2C(C(=N1)OC)=C(C=C2)C=2C=CC1=C(N(N=N1)CCF)C2)F